CC1=C(C(=O)Cl)C(=CC=C1)C 2,6-dimethylbenzoyl chloride